tert-butyl 4-(5-bromo-2H-indazol-2-yl)piperidine-1-carboxylate BrC1=CC2=CN(N=C2C=C1)C1CCN(CC1)C(=O)OC(C)(C)C